N-(1,3-dimethylbutyl)-N'-phenyl-N,N'-phenylenediamine CC(CC(C)C)NC1=C(C=CC=C1)NC1=CC=CC=C1